FC1=C(C=CC(=C1)F)C1=CN=C(S1)C(=O)NC1(CN(C1)C1CCC(CC1)(C)O)CC(=O)OCC ethyl 2-(3-(5-(2,4-difluorophenyl)thiazole-2-carboxamido)-1-(4-hydroxy-4-methylcyclohexyl)azetidin-3-yl)acetate